C(C(C)C)OC(CC1CC(C(C=C1C)C)C)OCC(C)C 6-(2,2-diisobutoxyethyl)-1,3,4-trimethyl-cyclohexene